ClC(C(=O)NC1=CC(=C(C=C1)OC)O)C 2-chloro-N-(3-hydroxy-4-methoxyphenyl)propanamide